ClC1=C(C=CC=C1)C1(C(CCCC1)=O)NC (+)-2-(o-Chlorophenyl)-2-(methylamino)cyclohexanone